(5,6,7,8-Tetrahydro-1,6-naphthyridin-2-yl)phosphonic acid N1=C(C=CC=2CNCCC12)P(O)(O)=O